(2S,5R)-1-(1-(5-chloro-2-nitrophenyl)piperidine-4-carbonyl)-5-(2-chlorophenyl)pyrrolidine-2-carboxylic acid ClC=1C=CC(=C(C1)N1CCC(CC1)C(=O)N1[C@@H](CC[C@@H]1C1=C(C=CC=C1)Cl)C(=O)O)[N+](=O)[O-]